N-(4-(azetidin-3-yl)-2-(3,3-difluorocyclobutyl)-6-fluorophenyl)-3,3-dimethylbutanamide N1CC(C1)C1=CC(=C(C(=C1)F)NC(CC(C)(C)C)=O)C1CC(C1)(F)F